CCCN1CCO[C@H]2[C@H]1CCC3=C2C=C(C=C3)O (+)-4-propyl-9-hydroxynaphthoxazine